5-trifluoromethoxy-1-(4-trifluoromethoxyphenyl)benzo[d][1,3,2]thiaselenazol-1-one FC(OC=1C=CC2=C([Se]NS2(=O)C2=CC=C(C=C2)OC(F)(F)F)C1)(F)F